(3-(2-fluoro-4-(oxetan-3-yl)phenyl)-2,3-dihydrobenzo[b][1,4]dioxin-5-yl)piperidine FC1=C(C=CC(=C1)C1COC1)C1OC2=C(OC1)C=CC=C2N2CCCCC2